2-Methoxyethyl-6-(1-(4-bromobenzamido)ethyl)-3,4-dihydro-1,5-naphthyridin-1(2H)-carboxylat COCCOC(=O)N1CCCC2=NC(=CC=C12)C(C)NC(C1=CC=C(C=C1)Br)=O